OC(C#CC=1C=CC2=C(OC[C@@H](C(N2C)=O)NC(C2=NC=CC(=C2)OC2=CC=CC=C2)=O)C1)(C)C (S)-N-(8-(3-hydroxy-3-methylbut-1-yn-1-yl)-5-methyl-4-oxo-2,3,4,5-tetrahydrobenzo[b][1,4]oxazepin-3-yl)-4-phenoxypicolinamide